7-fluoro-2-(1-methyl-1H-pyrazol-4-yl)-4H-pyrido[1,2-a]pyrimidin-4-one FC=1C=CC=2N(C(C=C(N2)C=2C=NN(C2)C)=O)C1